2-{[(2S,4S)-4-({2-[(2,4-Difluorophenoxy)methyl]pyrimidin-4-yl}oxy)-2-methylpiperidin-1-yl]methyl}-1-({2-oxabicyclo[2.1.1]hexan-1-yl}methyl)-1H-1,3-benzodiazole-6-carboxylic acid FC1=C(OCC2=NC=CC(=N2)O[C@@H]2C[C@@H](N(CC2)CC2=NC3=C(N2CC24OCC(C2)C4)C=C(C=C3)C(=O)O)C)C=CC(=C1)F